COC([C@H](CC=O)NC(=O)OC(C)(C)C)=O (S)-2-((tert-Butyloxycarbonyl)amino)-4-oxobutanoic acid methyl ester